N[C@H]1CN(CCC1)C=1C=C(C=CC1)C(C)S(=O)(=O)NC1=CC(=C(C=C1)C1=CC2=C(N=CN=C2N2CCOCC2)N1)F 1-{3-[(3R)-3-aminopiperidin-1-yl]phenyl}-N-{3-fluoro-4-[4-(morpholin-4-yl)-7H-pyrrolo[2,3-d]pyrimidin-6-yl]phenyl}ethane-1-sulfonamide